para-bromophenylacetaldehyde BrC1=CC=C(C=C1)CC=O